2,2',2''-{10-[(2S)-5-(4-butoxyphenyl)-1-methoxy-1-oxopent-2-yl]-1,4,7,10-tetraazacyclododecane-1,4,7-tri-yl}triacetic acid C(CCC)OC1=CC=C(C=C1)CCC[C@@H](C(=O)OC)N1CCN(CCN(CCN(CC1)CC(=O)O)CC(=O)O)CC(=O)O